2-(amino-methyl)-5-fluoro-N,N-dimethyl-aniline NCC1=C(N(C)C)C=C(C=C1)F